tert-butyl (3R,4R)-4-((4-(3-(2,6-dioxopiperidin-3-yl)-1-methyl-1H-indazol-7-yl)piperazin-1-yl)methyl)-3-fluoropiperidine-1-carboxylate O=C1NC(CCC1C1=NN(C2=C(C=CC=C12)N1CCN(CC1)C[C@@H]1[C@H](CN(CC1)C(=O)OC(C)(C)C)F)C)=O